1-(2-fluoro-6-((4-methoxybenzyl)oxy)phenyl)ethan-1-one FC1=C(C(=CC=C1)OCC1=CC=C(C=C1)OC)C(C)=O